CC=1SC(=CC1[C@H]1[C@@H](C1)NC(OC(C)(C)C)=O)C(NC=1C=NN(C1)C)=O tert-butyl ((1R,2S)-2-(2-methyl-5-((1-methyl-1H-pyrazol-4-yl)carbamoyl)thiophen-3-yl)cyclopropyl)carbamate